FC1=C(CNC2(CN(C2)C2=NC(=NC=C2C)NC2=CC(=NS2)C)CC#N)C=CC(=C1)F 2-(3-((2,4-difluorobenzyl)amino)-1-(5-methyl-2-((3-methylisothiazol-5-yl)amino)pyrimidin-4-yl)azetidin-3-yl)acetonitrile